5-(((R)-tert-butylsulfinyl)amino)-3-fluoro-5,7-dihydrospiro[cyclopenta[b]pyridine-6,4'-piperidine]-1'-carboxylic acid tert-butyl ester C(C)(C)(C)OC(=O)N1CCC2(CC1)C(C=1C(=NC=C(C1)F)C2)N[S@](=O)C(C)(C)C